2-(1-(4-phenylthiophen-2-yl)cyclopropyl)-6-(2-(3'-(trifluoromethyl)-[1,1'-biphenyl]-3-yl)acetyl)-3,5,6,7,8,9-hexahydro-4H-pyrimido[5,4-c]azepin-4-one C1(=CC=CC=C1)C=1C=C(SC1)C1(CC1)C=1NC(C=2CN(CCCC2N1)C(CC=1C=C(C=CC1)C1=CC(=CC=C1)C(F)(F)F)=O)=O